C(C)(C)(C)C1C(OC2=C1C=C(C=C2)B2OC(C(O2)(C)C)(C)C)CO[SiH](C)C 3-tert-butyldimethyl((5-(4,4,5,5-tetramethyl-1,3,2-dioxaborolan-2-yl)-2,3-dihydrobenzofuran-2-yl)methoxy)silane